bis(4-t-butylphenyl)iodonium tetraphenyl-borate C1(=CC=CC=C1)[B-](C1=CC=CC=C1)(C1=CC=CC=C1)C1=CC=CC=C1.C(C)(C)(C)C1=CC=C(C=C1)[I+]C1=CC=C(C=C1)C(C)(C)C